C1CCC12N(CCC2)CCNC(=O)C=2C=C(C(=NC2)C)NC(=O)C=2C=NN1C2SC(=C1)C=1C=NN2C1COCC2 N-(5-((2-(5-azaspiro[3.4]octan-5-yl)ethyl)carbamoyl)-2-methylpyridin-3-yl)-2-(6,7-dihydro-4H-pyrazolo[5,1-c][1,4]oxazin-3-yl)pyrazolo[5,1-b]thiazole-7-carboxamide